Ethyl (2RS)-2-(6-bromo-7-fluoro-indazol-2-yl)-2-(3-thioxo-2,5,6,7-tetrahydropyrrolo[1,2-c]imidazol-1-yl)acetate BrC=1C=CC2=CN(N=C2C1F)[C@@H](C(=O)OCC)C1=C2N(C(N1)=S)CCC2 |r|